P(OCC)OC1=C(C=CC=C1)C(C1=C(C=C(C=C1C)C)C)=O ethyl (2,4,6-trimethylbenzoyl)-phenyl phosphonite